[Na].CC(CCO)CCCC(C)C 3,7-dimethyl-octanol sodium